CC1=C(C=C(C(=C1)C=CC)C)C1=CC=C(C=C1)OC(F)(F)F 2,5-dimethyl-4-propenyl-4'-trifluoromethoxy-1,1'-biphenyl